FC1=C(CN2CCC3(CCN(C3)C(=O)N3CC(C4=NC=CC=C43)(C)C)CC2)C=C(C=C1)F (8-(2,5-difluorobenzyl)-2,8-diazaspiro[4.5]decan-2-yl)(3,3-dimethyl-2,3-dihydro-1H-pyrrolo[3,2-b]pyridin-1-yl)methanone